(S)-tert-butyl-3-hydroxypiperidine-1-carboxylate C(C)(C)(C)OC(=O)N1C[C@H](CCC1)O